6-fluoro-4-(4,4,5,5-tetramethyl-1,3,2-dioxaborolan-2-yl)naphthalen-2-yl methyl carbonate C(OC1=CC2=CC=C(C=C2C(=C1)B1OC(C(O1)(C)C)(C)C)F)(OC)=O